3-[4-(5-hydroxypentyl)-3-methyl-2-oxo-1,3-benzodiazol-1-yl]piperidine-2,6-dione OCCCCCC1=CC=CC=2N(C(N(C21)C)=O)C2C(NC(CC2)=O)=O